4-([1,1'-biphenyl]-3-yl)-N-(4-methyl-1-azabicyclo[3.2.2]non-4-yl)piperazine-1-carboxamide C1(=CC(=CC=C1)N1CCN(CC1)C(=O)NC1(CCN2CCC1CC2)C)C2=CC=CC=C2